((3,6-difluoro-4-(4,4,5,5-tetramethyl-1,3,2-dioxaborolan-2-yl)-5-((triisopropylsilyl)ethynyl)naphthalen-2-yl)oxy)triisopropyl-silane FC=1C(=CC2=CC=C(C(=C2C1B1OC(C(O1)(C)C)(C)C)C#C[Si](C(C)C)(C(C)C)C(C)C)F)O[Si](C(C)C)(C(C)C)C(C)C